2-((6-((2-Amino-2-oxo-1-phenylethyl)thio)-3,5-dicyano-4-ethylpyridin-2-yl) (methyl)amino)ethyl (2S)-2-((tert-butoxycarbonyl)amino)-3-methylbutanoate C(C)(C)(C)OC(=O)N[C@H](C(=O)OCCN(C)C1=NC(=C(C(=C1C#N)CC)C#N)SC(C(=O)N)C1=CC=CC=C1)C(C)C